CC1=NC=2C(=NC=C(C2)OC2=CC=C(C=C2)N2C(N(CC2=O)C=2C=NC=C(C2)C(F)(F)F)=O)N1 3-{4-[(2-methyl-3H-imidazo[4,5-b]pyridin-6-yl)oxy]phenyl}-1-[5-(trifluoromethyl)-3-pyridinyl]-2,4-imidazolidinedione